5,5'-diisopropyl-3,3'-dimethyl-[2,2'-binaphthyl]-1,1',6,6',7,7'-hexaol C(C)(C)C=1C2=CC(=C(C(=C2C=C(C1O)O)O)C=1C(=C2C=C(C(=C(C2=CC1C)C(C)C)O)O)O)C